(5S,6R)-5-(4-(4-(dimethoxymethyl)piperidin-1-yl)phenyl)-8,8-difluoro-6-(4-fluoro-2-methylphenyl)-5,6,7,8-tetrahydronaphthalen-2-ol COC(C1CCN(CC1)C1=CC=C(C=C1)[C@H]1C=2C=CC(=CC2C(C[C@H]1C1=C(C=C(C=C1)F)C)(F)F)O)OC